FC(COC1=NC(=NN2C1=C(C=C2)C=2C=C1N=CC=NC1=CC2)NC21CCC(CC2)(C1)O)F 4-((4-(2,2-difluoroethoxy)-5-(quinoxalin-6-yl)pyrrolo[2,1-f][1,2,4]triazin-2-yl)amino)bicyclo[2.2.1]heptan-1-ol